C(C)(C)(C)OCC(C)OC(C)(C)C 1,2-di-tert-butoxypropane